C(C=C)C(CCC=1C(=NC=CC1)N1CCNCC1)C 1-(3-allyl-butyl-pyridine-2-yl)piperazine